2-methyl-heptan-2-ol CC(C)(CCCCC)O